Methyl 3-[(tert-butoxycarbonyl)amino]-4-(5-fluoro-2-nitrophenyl)butanoate C(C)(C)(C)OC(=O)NC(CC(=O)OC)CC1=C(C=CC(=C1)F)[N+](=O)[O-]